(-)-(p-hydroxyphenylglycine) OC1=CC=C(C(N)C(=O)O)C=C1